N1-((3'-(3-((S)-2-hydroxy-3-(3-(N-methylsulfamoyl)phenoxy)propylamino)-1-oxa-8-azaspiro[4.5]decan-8-yl-sulfonyl)biphenyl-4-yl)methyl)oxalamide O[C@@H](CNC1COC2(C1)CCN(CC2)S(=O)(=O)C=2C=C(C=CC2)C2=CC=C(C=C2)CNC(C(=O)N)=O)COC2=CC(=CC=C2)S(NC)(=O)=O